(2S)-2-[9H-fluoren-9-yl-methoxycarbonyl(methyl)amino]-5-(methyl-amino)-5-oxopentanoic acid C1=CC=CC=2C3=CC=CC=C3C(C12)COC(=O)N([C@H](C(=O)O)CCC(=O)NC)C